ClC=1SC(=CN1)CN\1COCN(/C1=N/[N+](=O)[O-])C (NZ)-N-[3-[(2-chloro-1,3-thiazol-5-yl)methyl]-5-methyl-1,3,5-oxadiazinan-4-ylidene]nitramide